ClC1=NC=2N=CN(C(C2N1C)=O)CC1=NC(=NO1)[C@@H]1CO[C@H](C1)C1=CC=C(C=C1)Cl 8-Chloro-1-((3-((3R,5R)-5-(4-Chlorophenyl)-Tetrahydrofuran-3-Yl)-1,2,4-Oxadiazol-5-Yl)Methyl)-7-Methyl-1H-Purin-6(7H)-One